2-methyl-2-(2-(methylsulfonamido)thiazol-4-yl)-N-(4-(6-(trifluoromethyl)pyrazin-2-yl)phenyl)propanamide CC(C(=O)NC1=CC=C(C=C1)C1=NC(=CN=C1)C(F)(F)F)(C)C=1N=C(SC1)NS(=O)(=O)C